6-(3,5-difluoroanilino)-N-(2,2-dimethylpropyl)-[1,3]dioxolo[4,5-c]pyridine-4-carboxamide FC=1C=C(NC2=CC3=C(C(=N2)C(=O)NCC(C)(C)C)OCO3)C=C(C1)F